(S)-5-amino-N-(1-(5-bromo-3-fluoropyridin-2-yl)ethyl)-N-ethyl-6,8-dihydro-1H-furo[3,4-d]pyrrolo[3,2-b]pyridine-2-carboxamide NC1=C2C(=C3C(=N1)C=C(N3)C(=O)N(CC)[C@@H](C)C3=NC=C(C=C3F)Br)COC2